(4S)-1-[(1S,2S,4S)-2,4-difluorocyclohexyl]-5,5-difluoro-3-(trifluoromethyl)-4,6-dihydrocyclopenta[c]pyrazol-4-ol F[C@@H]1[C@H](CC[C@@H](C1)F)N1N=C(C2=C1CC([C@H]2O)(F)F)C(F)(F)F